hexadecyl-methyl-ethyl-benzyl-ammonium chloride [Cl-].C(CCCCCCCCCCCCCCC)[N+](CC1=CC=CC=C1)(CC)C